C1(CC1)C1=CC=2N(C(=C1)N1C(C3CC3C1)=O)N=C(C2)[C@@H](C)NC=2N=C(N=NC2Cl)Cl |o1:19| 3-(5-cyclopropyl-2-((R*)-1-((3,6-dichloro-1,2,4-triazin-5-yl)amino)ethyl)pyrazolo[1,5-a]pyridin-7-yl)-3-azabicyclo[3.1.0]hexan-2-one